N[C@]1(C[C@@H](OCC1)C(=O)N1[C@H](C2=CC=CC=C2CC1)C1=CC=C(C=C1)F)O ((2r,4S,5r)-4-amino-4-hydroxytetrahydro-2H-pyran-2-yl)((S)-1-(4-fluorophenyl)-3,4-dihydroisoquinolin-2(1H)-yl)methanone